C(C1=CC=CC=C1)OC1=CC=C(C=C1)C[C@@H](C1=NN=NN1)NC(OCC1C2=CC=CC=C2C=2C=CC=CC12)=O (9H-Fluoren-9-yl)methyl (S)-(2-(4-(benzyloxy)phenyl)-1-(1H-tetrazol-5-yl)ethyl)carbamate